C(C#C)C1=CC=C(C=C1)[C@](N(C1=CC=CC=C1)C1=CC=CC=C1)(CC1=CC=CC=C1)C(=O)O 4-propargylphenylphenylphenylphenylalanine